O1CCN(CC1)CCNC1=NC=CC(=C1)C=1C=C2C(=NNC2=CC1)N 5-(2-((2-morpholinoethyl)amino)pyridin-4-yl)-1H-indazol-3-amine